1-(but-3-en-1-yloxy)-3-(tert-butyl)benzene C(CC=C)OC1=CC(=CC=C1)C(C)(C)C